OC1=CC=C(C=C1)C=1C2=CC=C(N2)C(=C2C=CC(C(=C3C=CC(=C(C=4C=CC1N4)C4=CC=C(C=C4)O)N3)C3=CC=C(C=C3)O)=N2)C2=CC=C(C=C2)O 5,10,15,20-tetra(4-hydroxyphenyl)-21H,23H-porphyrin